N-[2-chloro-4-(6-fluoro-3,4-dihydro-1H-isoquinolin-2-yl)-6-methylphenyl]-3,3-dimethylbutanamide ClC1=C(C(=CC(=C1)N1CC2=CC=C(C=C2CC1)F)C)NC(CC(C)(C)C)=O